3-(6-bromo-4-methyl-1-oxoisoindolin-2-yl)piperidine-2,6-dione BrC1=CC(=C2CN(C(C2=C1)=O)C1C(NC(CC1)=O)=O)C